(3-(4-(2-(3-(fluoromethyl)azetidin-1-yl)ethoxy)phenoxy)-6-hydroxybenzo[b]thiophen-2-yl)(4-hydroxyphenyl)methanone FCC1CN(C1)CCOC1=CC=C(OC=2C3=C(SC2C(=O)C2=CC=C(C=C2)O)C=C(C=C3)O)C=C1